C1(CC1)C(=O)NC1=CC(=C(N=N1)C(=O)NC([2H])([2H])[2H])NC1=CC=CC=2C=3C(CN(C12)C([2H])([2H])[2H])=NN(N3)C 6-(cyclopropanecarboxamido)-N-(methyl-d3)-4-((2-methyl-5-(methyl-d3)-4,5-dihydro-2H-[1,2,3]triazolo[4,5-c]quinolin-6-yl)amino)pyridazine-3-carboxamide